C(C)(C)(C)C1N(CCCC1COC1=NC(=CC=C1)C(F)(F)F)C(=O)OC(C)(C)C1=C(C=CC=C1)Br 2-(2-bromophenyl)propan-2-ol tert-butyl-3-(((6-(trifluoromethyl)pyridin-2-yl)oxy)methyl)piperidine-1-carboxylate